N-(4-(2-(((1R,3S)-3-aminocyclopentyl)amino)-8-ethylquinazolin-6-yl)-2-fluoro-phenyl)-2-chloro-benzenesulfonamide N[C@@H]1C[C@@H](CC1)NC1=NC2=C(C=C(C=C2C=N1)C1=CC(=C(C=C1)NS(=O)(=O)C1=C(C=CC=C1)Cl)F)CC